[N+](=O)([O-])C1=C2C=CN=CC2=CC=C1C=O 5-nitroisoquinoline-6-carbaldehyde